(R)-3-(Aminomethyl)-N-(1-(4-((4-aminopiperidin-1-yl)methyl)phenyl)-2-oxo-1,2-dihydropyrimidin-4-yl)pyrrolidine-1-carboxamide hydrochloride salt Cl.NC[C@@H]1CN(CC1)C(=O)NC1=NC(N(C=C1)C1=CC=C(C=C1)CN1CCC(CC1)N)=O